4-benzyl-2-(pyridin-2-yl)morpholin-2-d C(C1=CC=CC=C1)N1CC(OCC1)([2H])C1=NC=CC=C1